C1CN(CCN1CCCN2C3=CC=CC=C3SC4=C2C=C(C=C4)C(F)(F)F)CCO fluorophenazine